trans-N-(8-amino-6-chloro-2,7-naphthyridin-3-yl)-2-(1-methyl-1H-pyrazol-4-yl)cyclopropanecarboxamide NC=1N=C(C=C2C=C(N=CC12)NC(=O)[C@H]1[C@@H](C1)C=1C=NN(C1)C)Cl